tert-butyl (1R,3R,3aS,6aS)-4,6-dioxo-3,3a,5-triphenyloctahydropyrrolo[3,4-c]pyrrole-1-carboxylate O=C1[C@@]2([C@H](C(N1C1=CC=CC=C1)=O)[C@@H](N[C@@H]2C2=CC=CC=C2)C(=O)OC(C)(C)C)C2=CC=CC=C2